8-methoxy-6-[7-(2-morpholinoethoxy)imidazo[1,2-a]pyridin-3-yl]-2-(2,2,2-trifluoroethyl)-3,4-dihydroisoquinolin-1-one COC=1C=C(C=C2CCN(C(C12)=O)CC(F)(F)F)C1=CN=C2N1C=CC(=C2)OCCN2CCOCC2